ClC1=C(C=CC(=C1)S(=O)(=O)N1CCN(CC1)C)C1=CC(=C(C=C1)C)N(C=1SC=C(N1)C1=NC(=CC(=N1)N)N)CCC 2-(2-((2'-Chloro-4-methyl-4'-((4-methylpiperazin-1-yl)sulfonyl)-[1,1'-biphenyl]-3-yl)(propyl)amino)thiazol-4-yl)pyrimidine-4,6-diamine